ClC1=CC=C(C=C1)[C@@]1(N(C(C2=CC(=CC(=C12)F)C(C)(C)O)=O)CC1=NC=C(C=C1)Cl)OCC1(CC1)S(=O)(=O)C (3R)-3-(4-Chlorophenyl)-2-[(5-chloropyridin-2-yl)methyl]-4-fluoro-6-(2-hydroxypropan-2-yl)-3-[(1-methansulfonylcyclopropyl)methoxy]-2,3-dihydro-1H-isoindol-1-on